(S)-2-amino-2-((1r,4S)-4-methylcyclohexyl)-N-(4-(((3S,5S)-2-oxo-5-(trifluoromethyl)pyrrolidin-3-yl)oxy)pyridin-2-yl)acetamide N[C@H](C(=O)NC1=NC=CC(=C1)O[C@@H]1C(N[C@@H](C1)C(F)(F)F)=O)C1CCC(CC1)C